rel-(2R,3S,4S)-4-[[3-(3,4-difluoro-2-methoxy-phenyl)-4,5,5-trimethyl-tetrahydrofuran-2-carbonyl]amino]pyridine-2-carboxamide FC=1C(=C(C=CC1F)[C@H]1[C@@H](OC([C@H]1C)(C)C)C(=O)NC1=CC(=NC=C1)C(=O)N)OC |o1:8,9,12|